octyldodecyl glutamate N[C@@H](CCC(=O)[O-])C(=O)OC(CCCCCCCCCCC)CCCCCCCC